5-(7-((1S,2S)-2-(4-(difluoromethyl)phenyl)cyclopropyl)pyrazolo[1,5-a]pyrimidin-5-yl)pyrimidine-2,4(1H,3H)-dione FC(C1=CC=C(C=C1)[C@@H]1[C@H](C1)C1=CC(=NC=2N1N=CC2)C=2C(NC(NC2)=O)=O)F